[3-(trifluoromethyl)bicyclo[1.1.1]pentan-1-yl]acetamide FC(C12CC(C1)(C2)CC(=O)N)(F)F